CC1=C(C(=O)C=2C=C3C=4C=C(C=CC4N(C3=CC2)CC)C(C)=NO)C=CC=C1 1-(6-o-methylbenzoyl-9-ethylcarbazol-3-yl)-(3-ethanone)-1-oxime